tert-butyl N-[(tert-butoxy)carbonyl]-N-[(2E)-3-[imino(oxo)[4-(trifluoromethoxy)phenyl]-λ6-sulfanyl]prop-2-en-1-yl]carbamate C(C)(C)(C)OC(=O)N(C(OC(C)(C)C)=O)C\C=C\S(C1=CC=C(C=C1)OC(F)(F)F)(=O)=N